2-(7-(diethylamino)-4-methyl-2-oxo-2H-chromen-3-yl)ethyl (furan-2-ylmethyl)carbamate O1C(=CC=C1)CNC(OCCC=1C(OC2=CC(=CC=C2C1C)N(CC)CC)=O)=O